3-((2-(2-fluorophenyl)-4-((methylamino)methyl)-1H-pyrrol-1-yl)sulfonyl)-N-(oxetane-2-ylmethyl)aniline FC1=C(C=CC=C1)C=1N(C=C(C1)CNC)S(=O)(=O)C=1C=C(NCC2OCC2)C=CC1